C(CCCCCCC)C(C(=O)OCCCCCCCN(CCCCCCCC(=O)OC(CCCCCCCC)CCCCCCCC)CCN)CCCCCCCC 7-[2-aminoethyl-[8-(1-octylnonoxy)-8-oxo-octyl]amino]heptyl 2-octyldecanoate